N-[4-fluoro-5-(2-methylsulfonylpyrimidin-4-yl)-2-[rac-(3R,5S)-3,4,5-trimethylpiperazin-1-yl]phenyl]-6-oxo-4-(trifluoromethyl)-1H-pyridine-3-carboxamide FC1=CC(=C(C=C1C1=NC(=NC=C1)S(=O)(=O)C)NC(=O)C1=CNC(C=C1C(F)(F)F)=O)N1C[C@H](N([C@H](C1)C)C)C |r|